(2S,5R)-4-(2-Chloro-6-((1-(methoxycarbonyl)-1,2,3,4-tetrahydronaphthalen-1-yl)methyl)-5-nitropyrimidine-4-yl)-2-(cyanomethyl)-5-methylpiperazine-1-carboxylate ClC1=NC(=C(C(=N1)N1C[C@@H](N(C[C@H]1C)C(=O)[O-])CC#N)[N+](=O)[O-])CC1(CCCC2=CC=CC=C12)C(=O)OC